FC(C(=O)O)(F)F.NCCC1=CC=C(C=C1)NC(=O)C=1SC(=CC1)C(=O)NC1=CC=C(C=C1)CCN thiophene-2,5-dicarboxylic acid bis-{[4-(2-amino-ethyl)-phenyl]-amide} trifluoroacetate